3-chloro-2-(2-fluorophenyl)-7-(methoxymethyl)-1,6-naphthyridine-8-carboxylate ClC=1C(=NC2=C(C(=NC=C2C1)COC)C(=O)[O-])C1=C(C=CC=C1)F